2,4-dichloro-5-isopropoxyphenylhydrazine tert-butyl-(R)-3-((4-chlorophthalazin-1-yl)amino)piperidine-1-carboxylate C(C)(C)(C)OC(=O)N1C[C@@H](CCC1)NC1=NN=C(C2=CC=CC=C12)Cl.ClC1=C(C=C(C(=C1)Cl)OC(C)C)NN